(p-chlorophenyl)-2-pyridinamine ClC1=CC=C(C=C1)C=1C(=NC=CC1)N